C(CC)S(=O)(=O)O\N=C/1\SC=CC1 (E)-2-((propylsulfonyl)oxyimino)thiophene